Triheptyl citrate C(CC(O)(C(=O)OCCCCCCC)CC(=O)OCCCCCCC)(=O)OCCCCCCC